C(C)(C)(C)OC(NCN1C(=CC2=C1N=CN=C2Cl)CO)=O ((4-chloro-6-(hydroxymethyl)-7H-pyrrolo[2,3-d]pyrimidin-7-yl)methyl)carbamic acid tert-butyl ester